O1CC(=CC1)C=1C=C2N(N=CC=C2N2CC3CCC(C2)N3C(=O)[C@H]3[C@@H](C3)F)C1 (3-(6-(2,5-Dihydrofuran-3-yl)pyrrolo[1,2-b]pyridazin-4-yl)-3,8-diazabicyclo[3.2.1]oct-8-yl)((1S,2R)-2-fluorocyclopropyl)methanone